CN1C(=CC=2C(=NC(=CC21)C2=CC(=C(C=C2F)N2CC1CCC(C2)N1CCCO)F)C)C1=CC=C(C=C1)S(=O)(=O)C 3-(3-(4-(1,4-dimethyl-2-(4-(methylsulfonyl)phenyl)-1H-pyrrolo[3,2-c]pyridin-6-yl)-2,5-difluorophenyl)-3,8-diazabicyclo[3.2.1]oct-8-yl)propan-1-ol